CN1C(C(C2=CC=C(C=C12)C)(CC(C1=CC=CC=C1)=O)C)=O 1,3,6-trimethyl-3-(2-oxo-2-phenylethyl)indolin-2-one